CN1C=CC=2C=NC=C(C21)N 1-Methyl-1H-pyrrolo[3,2-c]pyridin-7-amine